COCC=1N=NN(N1)[C@H](C1CCNCC1)C1=CC=CC=C1 |r| (R/S)-4-((5-(methoxymethyl)-2H-tetrazol-2-yl)(phenyl)methyl)piperidine